Bis(benzyloxycarbonyl)-1H-pyrazole-1-carboxamidine C(C1=CC=CC=C1)OC(=O)C=1C(=NN(C1)C(=N)N)C(=O)OCC1=CC=CC=C1